OC=1C=C(C=C(C1O)O)CON1C(C2=CC=3C(N(C(C3C=C2C1=O)=O)OCC1=CC(=C(C(=C1)O)O)O)=O)=O 2,6-bis(3,4,5-trihydroxyphenylmethoxy)-pyrrolo[3,4-f]Isoindole-1,3,5,7-tetraone